FC1(CCN(CC1)C(CCCCCC#CC=1C=CC2=C(C(=CO2)C2C(NC(CC2)=O)=O)C1)=O)F 3-(5-(8-(4,4-difluoropiperidin-1-yl)-8-oxooct-1-yn-1-yl)benzofuran-3-yl)piperidine-2,6-dione